2-(4-(5-chloro-2-(1H-tetrazol-1-yl)phenyl)-2,5-dioxapiperazin-1-yl)-3-phenylpropionic acid tert-butyl ester C(C)(C)(C)OC(C(CC1=CC=CC=C1)N1OCN(OC1)C1=C(C=CC(=C1)Cl)N1N=NN=C1)=O